C(C)(C)(C)OC(=O)N1C[C@H](CC1)[C@@H](C(=O)OC(C)(C)C)CC1=CC(=CC=C1)S (R)-3-((S)-1-(tert-butyloxy)-3-(3-mercaptophenyl)-1-oxopropane-2-yl)pyrrolidine-1-carboxylic acid tert-butyl ester